F[C@H]1[C@](C[C@]2(CN(C(O2)=O)C2=NC=C(N=C2)C(C)(C)O)CC1)(C)CN1C=NC2=C1C=C(C=C2)C#N 1-(((5S,7S,8R)-8-fluoro-3-(5-(2-hydroxy-prop-2-yl)pyrazin-2-yl)-7-methyl-2-oxo-1-oxa-3-azaspiro[4.5]decan-7-yl)methyl)-1H-benzo[d]imidazole-6-carbonitrile